NC1=C(C=C(C=C1)C1NC2=NC=CC=C2C(=C1)C1=CC=C(C=C1)OC1=CC(=C(C=C1)N)C(F)(F)F)C(F)(F)F 1,2-dihydro-2-(4-amino-3-trifluoromethylphenyl)-4-[4-(4-amino-3-trifluoromethylphenoxy)-phenyl]-naphthyridine